Tertiary butylaminoethyl acrylate (tertiary butylaminoethyl acrylate) C(C)(C)(C)NCCC(C(=O)O)=C.C(C=C)(=O)OCCNC(C)(C)C